C(C)(S)(S)S ethanetrithiol